COC=1C=CC=2C3=C(C=NC2N1)NC(N3CC3=CC=C(C=N3)S(=O)(=O)N)=O 6-((7-Methoxy-2-oxo-2,3-dihydro-1H-imidazo[4,5-c][1,8]naphthyridin-1-yl)methyl)pyridine-3-sulfonamide